CC=1C=C2C(=NNC2=CC1)C1CCN(CC1)C=1C=CC2=C(N=C(O2)N2CCOCC2)C1 5-(4-(5-methyl-1H-indazol-3-yl)piperidin-1-yl)-2-morpholinobenzo[d]oxazole